ClC=1C=C(C=CC1)C1=NNC2=NC(=CN=C21)N2CC1C(C1CC2)(C=2SC=C(N2)C)CN (3-(3-(3-chlorophenyl)-1H-pyrazolo[3,4-b]pyrazin-6-yl)-7-(4-methylthiazol-2-yl)-3-azabicyclo[4.1.0]heptan-7-yl)methanamine